C1(=CC=CC=C1)NC(OC(C)(C)[C@]1(CN(CC1)C(C)(C)C=1C=NC(=CC1)C)CCC=1SC(=CC1)F)=O |o1:12| (R or S)-2-(3-(2-(5-fluorothiophen-2-yl)ethyl)-1-(2-(6-methylpyridin-3-yl)propan-2-yl)pyrrolidin-3-yl)propan-2-yl phenylcarbamate